chloro-1,1':3',1'':3'',1''':4''',1''''-quinquephenyl ClC1=C(C=CC=C1)C1=CC(=CC=C1)C1=CC(=CC=C1)C1=CC=C(C=C1)C1=CC=CC=C1